NC=1C(=C2N=CC=NC2=CC1)N(S(=O)(=O)C)C1=NC(=NC=C1Br)Cl N-(6-aminoquinoxalin-5-yl)-N-(5-bromo-2-chloropyrimidin-4-yl)methanesulfonamide